FC1=CC=C(C=C1)C=1N=CN(C1C=1C=CC=2N(C1)C(=CN2)C#N)C(C)C 6-(4-(4-fluorophenyl)-1-isopropyl-1H-imidazol-5-yl)imidazo[1,2-a]pyridine-3-carbonitrile